4-(cyanomethyl)-2,3-dihydro-1H-indene-2-carboxylic acid methyl ester COC(=O)C1CC2=CC=CC(=C2C1)CC#N